C1(CC1)NC1=NC(=NC=C1C(F)(F)F)NC1=C2C=NN(C2=CC=C1)CC(F)F N4-cyclopropyl-N2-[1-(2,2-difluoroethyl)indazol-4-yl]-5-(trifluoromethyl)pyrimidine-2,4-diamine